CC1=NN2C(N=CC3=C2N=C(C(=C3)C3=CC=CC=C3)C3=CC=C(C=C3)C3(CC(C3)=O)NC(OC)=O)=C1 methyl {1-[4-(2-methyl-7-phenylpyrazolo[1,5-a]pyrido[3,2-e]pyrimidin-8-yl)phenyl]-3-oxocyclobutyl}carbamate